N-(3-(1H-imidazol-1-yl)-5-methoxyphenyl)-6-bromoquinolin-2-d-4-amine N1(C=NC=C1)C=1C=C(C=C(C1)OC)NC1=CC(=NC2=CC=C(C=C12)Br)[2H]